(S)-6-(1-(7-acryloyl-7-azaspiro[3.5]nonan-2-yl)-5-methyl-1H-pyrazol-4-yl)-4-(2-hydroxy-1-(pyridin-2-yl)ethoxy)pyrazolo[1,5-a]pyridine-3-carbonitrile C(C=C)(=O)N1CCC2(CC(C2)N2N=CC(=C2C)C=2C=C(C=3N(C2)N=CC3C#N)O[C@H](CO)C3=NC=CC=C3)CC1